N,N-dimethyl-N'-(4-chlorophenyl)urea CN(C(=O)NC1=CC=C(C=C1)Cl)C